C1(CC1)NC=1C(=C(N=NC1C(F)(F)F)OC1=C(C=C(C=C1)F)C)C(=O)NC1=CC(=CC=C1)S(=O)(=O)C (S)-5-(cyclopropylamino)-3-(4-fluoro-2-methylphenoxy)-N-(3-(S-methylsulfonyl)phenyl)-6-(trifluoromethyl)pyridazine-4-carboxamide